O[C@@H](CC(C(=O)[O-])=O)C(=O)[O-] (4S)-4-hydroxyl-2-oxoglutarate